C1(CC1)C1=NN(C=C1C1=NC=CC2=C1C=CN2C)[C@@H]2C[C@H](C2)CNC=2C=C1C(N(C(C1=CC2)=O)C2C(NC(CC2)=O)=O)=O 5-(((trans-3-(3-cyclopropyl-4-(1-methyl-1H-pyrrolo[3,2-c]pyridin-4-yl)-1H-pyrazol-1-yl)cyclobutyl)methyl)amino)-2-(2,6-dioxopiperidin-3-yl)isoindoline-1,3-dione